CN(CCC[In](CCC)CCC)C [3-(dimethylamino)propyl]dipropyl-indium